(Ra)-1-(6-(4-(5-chloro-6-methyl-1H-indazol-4-yl)-5-methyl-3-(1-methyl-1H-indazol-5-yl)-1H-pyrazol-1-yl)-2-azaspiro[3.3]heptan-2-yl)prop-2-en-1-one ClC=1C(=C2C=NNC2=CC1C)C=1C(=NN(C1C)C1CC2(CN(C2)C(C=C)=O)C1)C=1C=C2C=NN(C2=CC1)C